tetracosanyl laurate C(CCCCCCCCCCC)(=O)OCCCCCCCCCCCCCCCCCCCCCCCC